N-[(4-methoxyphenyl)methyl]-N-({1-[(4-methoxyphenyl)methyl]-1H-benzimidazol-2-yl}methyl)-2-(4-methylpiperazin-1-yl)-8-(pyridin-4-yl)pyrazolo[1,5-a][1,3,5]triazin-4-amine COC1=CC=C(C=C1)CN(C1=NC(=NC=2N1N=CC2C2=CC=NC=C2)N2CCN(CC2)C)CC2=NC1=C(N2CC2=CC=C(C=C2)OC)C=CC=C1